ethyl 2-((2S,5R)-4-(1H-indole-2-carbonyl)-2,5-dimethylpiperazin-1-yl)-2-oxoacetate N1C(=CC2=CC=CC=C12)C(=O)N1C[C@@H](N(C[C@H]1C)C(C(=O)OCC)=O)C